NC1CCC(CC1)CNC1=C(C=C(C=C1)NC(C)(C)C)C N1-(((1r,4r)-4-aminocyclohexyl)methyl)-N4-(tert-butyl)-2-methylbenzene-1,4-diamine